C1(CC1)[C@]1(C(N(CC1)CC1=CC=C(C=C1)OC)=O)CC#N (R)-2-(3-cyclopropyl-1-(4-methoxybenzyl)-2-oxopyrrolidin-3-yl)acetonitrile